CC1=CCCC(C=CCCC1)=C 1-methyl-5-methylenecyclodeca-1,6-diene